(S)-2-(1-amino-5-(tert-butoxy)-1,5-dioxopentan-2-yl)-1-oxoisoindoline-5-carboxylic acid NC([C@H](CCC(=O)OC(C)(C)C)N1C(C2=CC=C(C=C2C1)C(=O)O)=O)=O